di-tertbutyl malonate C(CC(=O)OC(C)(C)C)(=O)OC(C)(C)C